ClC=1C=C(NC=2C3=C(N=CN2)C=CC(=N3)N3CC2(CCN2C(=O)OC(C)(C)C)C3)C=CC1OC1=NN(C=C1)C tert-butyl 6-[4-[3-chloro-4-(1-methylpyrazol-3-yl)oxy-anilino]pyrido[3,2-d]pyrimidin-6-yl]-1,6-diazaspiro[3.3]heptane-1-carboxylate